(E)-3-fluoro-4-hydroxybut-2-enylcarbamate F/C(=C/CNC([O-])=O)/CO